methyl-4-(5-chloro-2-hydroxybenzoyl)-1H-pyrrole-2-carboxylic acid methyl ester COC(=O)C=1N(C=C(C1)C(C1=C(C=CC(=C1)Cl)O)=O)C